C(C)(C)(C)N(C(O)=O)C1CCC(CC1)[C@@H](C)N.CS(=O)(=O)C (Methylsulfonyl)methane tert-Butyl-{(1R,4r)-4-[(1R)-1-aminoethyl]cyclohexyl}carbamate